C1(CC1)CN1CCN(CC1)CC1=CC=2N=C(N=C(C2S1)N1CCOCC1)C1=C2C=CNC2=CC=C1F 6-[[4-(cyclopropylmethyl)-1-piperazinyl]methyl]-2-(5-fluoro-1H-indol-4-yl)-4-(4-morpholinyl)-thieno[3,2-d]pyrimidine